Trans-2-(4-bromophenyl)cyclopenten-1-ol BrC1=CC=C(C=C1)C1=C(CCC1)O